C1[C@@H]2[C@H]([C@H]([C@@H](O2)N3C=NC4=C3N=C[N+](=C4N)[C@H]5[C@@H]([C@@H]([C@H](O5)COP(=O)(OP(=O)(O1)O)O)O)O)OP(=O)(O)O)O The molecule is a cyclic purine nucleotide that is cyclic ADP-ribose substituted at position O-2' by a phospho group. It has a role as a signalling molecule, a calcium channel agonist and a metabolite. It is a nucleotide-sugar and a cyclic purine nucleotide. It derives from a cyclic ADP-ribose. It is a conjugate acid of a 2'-phospho-cyclic ADP-ribose(3-).